2-Fluoro-3-(5-methylpyridin-2-yl)-N-[(1R)-1-(6-methylpyridin-3-yl)ethyl]benzamide FC1=C(C(=O)N[C@H](C)C=2C=NC(=CC2)C)C=CC=C1C1=NC=C(C=C1)C